O=C1N(C(CC1)=O)OC(CNC(=O)OC(C)(C)C)=O 2-((tert-butoxycarbonyl)amino)acetic acid 2,5-dioxopyrrolidin-1-yl ester